N-((S)-1-(6-(4-chloro-1H-pyrazol-1-yl)pyridin-3-yl)ethyl)-2-methylpropane-2-sulfinylamine ClC=1C=NN(C1)C1=CC=C(C=N1)[C@H](C)NS(=O)C(C)(C)C